C1(CC1)COC=1C=C(C=CC1OC(F)F)C1C[C@@H](N(C1)CC)C(=O)NCC1=CC=CC(=N1)C(=O)N(C)C 6-(((2R)-4-(3-(cyclopropylmethoxy)-4-(difluoromethoxy)phenyl)-1-ethylpyrrolidine-2-carboxamido)methyl)-N,N-dimethylpyridineamide